chloro(difluoro)methane ClC(F)F